4-[bis(ethylthio)methyl]-2-methoxyphenol C(C)SC(C1=CC(=C(C=C1)O)OC)SCC